2-(2-propenoxy)ethanol C(C=C)OCCO